C(CCCCCCCCCCC)(=O)OC1=C(C=CC=C1)S(=O)(=O)[O-] dodecanoyloxybenzenesulphonate